C(C)(C)(C)[Si](OCC1=NN=C(N1C)[C@@H]1CC[C@H](CC1)C#C)(C1=CC=CC=C1)C1=CC=CC=C1 3-({[tert-butyl-(diphenyl)silyl]oxy}methyl)-5-(trans-4-ethynylcyclohexyl)-4-methyl-4H-1,2,4-triazole